NC1(CC2CCC(C1)O2)C2=C(C=C(C=C2)NC=2C=CC1=C(OCC(N1C)=O)C2)F 7-((4-(8-Oxa-3-aminobicyclo[3.2.1]oct-3-yl)-3-fluorophenyl)amino)-4-methyl-2H-benzo[b][1,4]oxazin-3(4H)-one